2,2'-{(9-benzyl-1,5,9-triazacyclododecane-1,5-diyl)bis[methylene(2-hydroxy-5-methyl-3,1-phenylene)methyleneazanediyl]}di(propane-1,3-diol) C(C1=CC=CC=C1)N1CCCN(CCCN(CCC1)CC=1C(=C(C=C(C1)C)CNC(CO)CO)O)CC=1C(=C(C=C(C1)C)CNC(CO)CO)O